tert-butyl ((3R,6S)-6-(3-(trifluoromethyl)-5,6,7,8-tetrahydro-[1,2,4]triazolo[4,3-a]pyrazine-7-carbonyl)tetrahydro-2H-pyran-3-yl)carbamate FC(C1=NN=C2N1CCN(C2)C(=O)[C@@H]2CC[C@H](CO2)NC(OC(C)(C)C)=O)(F)F